OCC1(CN(CC1)C(=O)OC(C)(C)C)C(=O)OC 1-tert-butyl 3-methyl 3-(hydroxymethyl)pyrrolidine-1,3-dicarboxylate